ClC1=C(C=CC=C1C(F)(F)F)C(=O)N1C(C2=C(CC1)N(N=N2)C2=NC=CC=C2C)C 2-chloro-3-(trifluoromethyl)phenyl(4-methyl-1-(3-methylpyridin-2-yl)-6,7-dihydro-1H-[1,2,3]triazolo[4,5-c]pyridin-5(4H)-yl)methanone